5-(difluoromethyl)-3-ethynyl-2-azabicyclo[2.2.1]heptane-2-carboxylate FC(C1C2C(N(C(C1)C2)C(=O)[O-])C#C)F